C1(CC1)CN1CCC2(CCN(CC2)C2=CC=C(N=N2)C(=O)NCC(C=2C=NC=CC2)O)OC2=C1C=CC=C2 6-[5-(cyclopropylmethyl)-4,5-dihydro-1'H,3H-spiro[1,5-benzoxazepine-2,4'-piperidin]-1'-yl]-N-(2-hydroxy-2-pyridin-3-yl-ethyl)pyridazine-3-carboxamide